ClC1=C(C(=CC=C1)Cl)C1=C(C(=NC(=N1)NC1=CC(=C(C=C1)OC1CCN(CC1)C)C)OC)C(=O)N (2,6-dichlorophenyl)-4-methoxy-2-((3-methyl-4-((1-methylpiperidin-4-yl)oxy)phenyl)amino)pyrimidine-5-carboxamide